dimercapto(dithiol) SC1=CC(SS1)S